2-(2-amino-6-((4-aminophenyl)amino)-9H-purin-9-yl)-N-(1-phenyl-5-(pyridin-3-yl)-1H-pyrazol-3-yl)acetamide NC1=NC(=C2N=CN(C2=N1)CC(=O)NC1=NN(C(=C1)C=1C=NC=CC1)C1=CC=CC=C1)NC1=CC=C(C=C1)N